3-(3,7-dimethyloct-1,6-dienyl)pyridine CC(C=CC=1C=NC=CC1)CCC=C(C)C